C(C)(C)(C)OC(=O)N1CC(C1)C1=CC(=C(C=C1)C(C)N1CCC(CC1)C(=O)OC)C methyl 1-(1-(4-(1-(tert-butoxycarbonyl)azetidin-3-yl)-2-methyl-phenyl)ethyl)piperidine-4-carboxylate